C(#N)C=1C=C(C(=O)O)C=CC1C1=C(N(C2=CC=CC(=C12)O)C1=CC(=C(C=C1)F)F)C1CCOCC1 3-cyano-4-[1-(3,4-difluorophenyl)-4-hydroxy-2-tetrahydropyran-4-yl-indol-3-yl]benzoic acid